7-(4-(5-(2,4-difluorophenyl)pyridin-2-yl)piperazine-1-carbonyl)quinolin-2(1H)-one FC1=C(C=CC(=C1)F)C=1C=CC(=NC1)N1CCN(CC1)C(=O)C1=CC=C2C=CC(NC2=C1)=O